3,5-diiodobenzoyl-formic acid IC=1C=C(C(=O)C(=O)O)C=C(C1)I